BrC1=C(C=C2C(=N1)N=C(N2COCC[Si](C)(C)C)OC=2C=CC(=C(C(=O)OC)C2)C)F methyl 5-((5-bromo-6-fluoro-1-((2-(trimethylsilyl)ethoxy)methyl)-1H-imidazo[4,5-b]pyridin-2-yl)oxy)-2-methylbenzoate